((3-((5-((3S,4S)-4-amino-3-methyl-2-oxa-8-azaspiro[4.5]decan-8-yl)pyrazin-2-yl)thio)-2-chlorophenyl)carbamoyl)pyrrolidine-1-sulfonamide N[C@@H]1[C@@H](OCC12CCN(CC2)C=2N=CC(=NC2)SC=2C(=C(C=CC2)NC(=O)C2N(CCC2)S(=O)(=O)N)Cl)C